IC=1C=C(C=CC1)C(COCC(CN(C(OCC1=CC=CC=C1)=O)C)(C)C)(C(=O)N(C)OC)C Benzyl (3-(2-(3-iodophenyl)-3-(methoxy(methyl)amino)-2-methyl-3-oxopropoxy)-2,2-dimethylpropyl)(methyl)carbamate